5-((4-bromo-6-fluoro-1H-indol-5-yl)oxy)-2-fluorobenzoic acid BrC1=C2C=CNC2=CC(=C1OC=1C=CC(=C(C(=O)O)C1)F)F